6-[(3R)-3-(ethylamino)pyrrolidin-1-yl]-N-(8-fluoro-2-methyl-imidazo[1,2-a]pyridin-6-yl)thieno[2,3-b]pyridine-2-carboxamide C(C)N[C@H]1CN(CC1)C1=CC=C2C(=N1)SC(=C2)C(=O)NC=2C=C(C=1N(C2)C=C(N1)C)F